C(C)(C)(C)C1N2C(C=3N(N=C4C(=CC=CC34)OCC(COC)OC)C1)=CC(C(=C2)C(=O)O)=O 6-(tert-butyl)-10-(2,3-dimethoxypropoxy)-2-oxo-6,7-dihydro-2H-pyrido[2',1':3,4]pyrazino[1,2-b]indazole-3-carboxylic acid